3-tertbutoxycarbonylaminopiperidine C(C)(C)(C)OC(=O)NC1CNCCC1